ClC1=CC=C(C=C1)N1C2=NC(=NC(=C2N=C1C=1C=CC(=NC1)C#N)N1CC(C1)(C)C#N)OCC(C)(C)O 5-[9-(4-chlorophenyl)-6-(3-cyano-3-methyl-azetidin-1-yl)-2-(2-hydroxy-2-methyl-propoxy)purin-8-yl]pyridine-2-carbonitrile